C1(CC1)[C@@H]1NC2=C(C(N(C=3C=CC(=CC23)NC2=CC(=NC=C2F)N2CCOCC2)C)=O)OCC1(F)F (S)-2-Cyclopropyl-3,3-difluoro-10-((5-fluoro-2-morpholinopyridin-4-yl)amino)-7-methyl-1,2,3,4-tetrahydro-[1,4]oxazepino[2,3-c]chinolin-6(7H)-on